FC1(CCN(CC1)C1=CC(=CC(=N1)NC(C1=C(C=C(C=C1)NC(CO)(C)C)C1=CCC2(CC2)CC1)=O)C)F N-[6-(4,4-difluoropiperidin-1-yl)-4-methylpyridin-2-yl]-4-[(1-hydroxy-2-methylpropan-2-yl)amino]-2-{spiro[2.5]oct-5-en-6-yl}benzamide